N-(2-(3-hydroxy-2-methylpyrrolidin-1-yl)-5-(trifluoromethyl)pyridin-4-yl)-6-(1-methyl-1H-pyrazol-4-yl)picolinamide OC1C(N(CC1)C1=NC=C(C(=C1)NC(C1=NC(=CC=C1)C=1C=NN(C1)C)=O)C(F)(F)F)C